C(N)(=O)NS(=O)(=O)C=1C=C(C=CC1)NC(C1=C(C=CC(=C1)C(F)(F)F)OC1=C(C=C(C=C1)F)C)=O N-(3-(N-carbamoylsulfamoyl)phenyl)-2-(4-fluoro-2-methylphenoxy)-5-(trifluoromethyl)benzamide